6,7-dihydrobenzo[a]quinolizine-2-one C=1C(C=CN2CCC3=C(C12)C=CC=C3)=O